C(C)(C)(C)OC(=O)N(C1=NC=CC(=C1)C=1OC=C(N1)C(=O)NC=1C(=NN(C1)C=1C=CC(=NC1)C(=O)OC)C(N)=O)CC(F)(F)F Methyl 5-[4-[[2-[2-[tert-butoxycarbonyl(2,2,2-trifluoroethyl)amino]-4-pyridyl]oxazole-4-carbonyl]amino]-3-carbamoyl-pyrazol-1-yl]pyridine-2-carboxylate